4,10-bis(2,3-dihydroxy-1-hydroxymethylpropyl)-1,4,7,10-tetraazacyclododecane-1,7-diacetic acid OC(C(CO)N1CCN(CCN(CCN(CC1)CC(=O)O)C(C(CO)O)CO)CC(=O)O)CO